methoxy-6-((triethylsilyl)oxy)-3,6-dihydro-[1,1'-biphenyl]-1(2H)-carboxylic acid rac-methyl ester COC(=O)C1(C(CC=CC1O[Si](CC)(CC)CC)OC)C1=CC=CC=C1